6-Chloro-5-(methoxymethyl)-4-methylpyridazin-3-amine ClC1=C(C(=C(N=N1)N)C)COC